4-hydroxy-N-((S)-1-(4-(4-(hydroxymethyl)thiazol-5-yl)phenyl)ethyl)pyrrolidine-2-carboxamide OC1CC(NC1)C(=O)N[C@@H](C)C1=CC=C(C=C1)C1=C(N=CS1)CO